[N+](=O)([O-])C1=NNC(=N1)NNC1=NC(=NN1)[N+](=O)[O-] 1,2-bis(3-nitro-1H-1,2,4-triazole-5-yl)hydrazine